C1(CC1)OCC1=C(SC=C1)C=O 3-(Cyclopropoxymethyl)thiophene-2-aldehyde